3-difluoromethyl-1-methyl-N-(7-methoxy-1,1,3-trimethyl-4-indanyl)-4-pyrazolecarboxamide FC(C1=NN(C=C1C(=O)NC1=C2C(CC(C2=C(C=C1)OC)(C)C)C)C)F